bromo-1-(bromomethyl)-4-(3-bromopropyl)benzene BrC1=C(C=CC(=C1)CCCBr)CBr